NC[C@@H]1OC2=C(C1)C(=C(C(=C2)O)N2CC(NS2(=O)=O)=O)F 5-[(2R)-2-(aminomethyl)-4-fluoro-6-hydroxy-2,3-dihydro-1-benzofuran-5-yl]-1λ6,2,5-thiadiazolidine-1,1,3-trione